The molecule is an imidazolium ion resulting from the protonation of the 3-position of the imidazole moiety of 5-aminoimidazole ribonucleoside. The major species at pH 7.3. It is a conjugate acid of a 5-aminoimidazole ribonucleoside. C1=C([N+](=CN1)[C@H]2[C@@H]([C@@H]([C@H](O2)CO)O)O)N